butyl-3-((5-chloro-2-(methoxycarbonyl)thiophen-3-yl)oxy)azetidine C(CCC)N1CC(C1)OC1=C(SC(=C1)Cl)C(=O)OC